BrC1=CC=C(C=C1)S(=O)(=O)N(CC1=CC=C(C=C1)OC)CC1=CC=C(C=C1)OC 4-bromo-N,N-bis(4-methoxybenzyl)benzenesulfonamide